2-(4-(4-chloro-5-(trifluoromethyl)pyrimidin-4-yl)-1H-pyrazol-1-yl)ethan-1-ol ClC1(NC=NC=C1C(F)(F)F)C=1C=NN(C1)CCO